tert-butyl (2-((tert-butoxy((R)-2-hydroxy-3-(((E)-octadeca-2-en-1-yl)oxy)propoxy)phosphoryl)oxy)ethyl)carbamate C(C)(C)(C)OP(=O)(OC[C@@H](COC\C=C\CCCCCCCCCCCCCCC)O)OCCNC(OC(C)(C)C)=O